(2'S)-4-[(3-chlorophenyl)sulfanyl]-2'-{(2R)-3-[(4-methoxyphenyl)methoxy]-2-methylpropyl}-2',3'-dihydrospiro[cyclohexane-1,1'-indene]-4-carboxylic acid ClC=1C=C(C=CC1)SC1(CCC2([C@H](CC3=CC=CC=C23)C[C@H](COCC2=CC=C(C=C2)OC)C)CC1)C(=O)O